6-oxo-hexanoic acid O=CCCCCC(=O)O